NC1=CC=CC(=N1)S(=O)(=O)NC(=O)C=1C(=NC(=CC1)C1=CC(=CC(=C1)OCC(C([2H])([2H])[2H])(C([2H])([2H])[2H])[2H])F)N1C(C[C@@H](C1)C)(C)C N-[(6-Amino-2-pyridyl)sulfonyl]-6-[3-fluoro-5-[2,3,3,3-tetradeuterio-2-(trideuteriomethyl)propoxy]phenyl]-2-[(4S)-2,2,4-trimethylpyrrolidin-1-yl]pyridin-3-carboxamid